(2s,3aR,5s,6aS)-5-acetamido-N-(5-chloro-4-(5-cyano-2,2-dimethyl-2,3-dihydro-1H-pyrrolizin-7-yl)pyridin-2-yl)octahydropentalene-2-carboxamide C(C)(=O)NC1C[C@H]2CC(C[C@H]2C1)C(=O)NC1=NC=C(C(=C1)C=1C=C(N2CC(CC12)(C)C)C#N)Cl